(4-dimethylaminophenyl)(2-hydroxy-5-chlorophenyl)(2-naphthyl)methane CN(C1=CC=C(C=C1)C(C1=CC2=CC=CC=C2C=C1)C1=C(C=CC(=C1)Cl)O)C